C(C)OC(=O)C1=C[C@H]([C@@H]([C@H](C1)N1C(C2=CC=CC=C2C1=O)=O)[N+](=O)[O-])O (3R,4R,5S)-5-(1,3-dioxoisoindol-2-yl)-3-hydroxy-4-nitrocyclohex-1-ene-1-carboxylic acid ethyl ester